2,2,2-trifluoro-N-(methyl(6-(4-(1-(2-methylbenzo[d]thiazol-5-yl)ethyl)piperazin-1-yl)pyridin-3-yl)(oxo)-λ6-sulfanylidene)acetamide FC(C(=O)N=S(=O)(C=1C=NC(=CC1)N1CCN(CC1)C(C)C=1C=CC2=C(N=C(S2)C)C1)C)(F)F